C(#N)C1=CC=C(OC[C@@H]2CN([C@H](O2)[C@H](C(F)(F)F)O)C2=CC(=C(C#N)C=C2)C(F)(F)F)C=C1 4-((2R,5S)-5-((4-cyanophenoxy)methyl)-2-((R)-2,2,2-trifluoro-1-hydroxyethyl)oxazolidin-3-yl)-2-(trifluoromethyl)benzonitrile